(E)-(thiophen-2-ylmethylidene)amino benzoate C(C1=CC=CC=C1)(=O)O/N=C/C=1SC=CC1